Methylphenylacetylene CC#CC1=CC=CC=C1